NC=1C2=C(N=CN1)N1C(=C2C2=C(C=3C(=NC=CC3)N2)Cl)CN(CC1(C)C)C(=O)C1CC1 (4-amino-5-(3-chloro-1H-pyrrolo[2,3-b]pyridin-2-yl)-9,9-dimethyl-8,9-dihydropyrazino[1',2':1,5]pyrrolo[2,3-d]pyrimidin-7(6H)-yl)(cyclopropyl)methanone